1,3,5-tris(4-tert-butyl-3-hydroxy-2,6-dimethylbenzyl)-1,3,5-triazine-2,4,6(1H,3H,5H)trione C(C)(C)(C)C1=C(C(=C(CN2C(N(C(N(C2=O)CC2=C(C(=C(C=C2C)C(C)(C)C)O)C)=O)CC2=C(C(=C(C=C2C)C(C)(C)C)O)C)=O)C(=C1)C)C)O